((2S,SR)-5-amino-2-methylpiperidin-1-yl)(2-(1-(cyclopropylmethyl)-6-methoxy-1H-pyrrolo[2,3-b]pyridin-2-yl)-7-methoxy-1-methyl-1H-benzo[d]imidazol-5-yl)methanone N[C@H]1CC[C@@H](N(C1)C(=O)C1=CC2=C(N(C(=N2)C2=CC=3C(=NC(=CC3)OC)N2CC2CC2)C)C(=C1)OC)C |&1:1|